(4-amino-6-methylene-5-(quinoline-3-yl)-6,7,8,9-tetrahydro-[1,2,4]Triazino[1,6-a]Indol-8-yl)carbamic acid tert-butyl ester C(C)(C)(C)OC(NC1CC(C=2C(=C3N(C2C1)N=CN=C3N)C=3C=NC1=CC=CC=C1C3)=C)=O